3-((2-chloropyrimidin-5-yl)sulfonyl)-5'-methyl-4-pentyl-1',2',3',4'-tetrahydro-[1,1'-biphenyl]-2,6-diol ClC1=NC=C(C=N1)S(=O)(=O)C1=C(C(=C(C=C1CCCCC)O)C1CCCC(=C1)C)O